C(C)(C)(C)[Si](OC[C@H](N)C1=CC=CC=C1)(C)C (1R)-2-[tert-butyl-(dimethyl)silyl]oxy-1-phenyl-ethanamine